C(C1=CC=CC=C1)N1C(CNCC1)COC1=NC(=NC(=C1)C1=C(C=CC=C1C)C)NS(=O)(=O)C=1C=C(C(=O)O)C=CC1 3-[[4-[(1-benzylpiperazin-2-yl)methoxy]-6-(2,6-dimethylphenyl)pyrimidin-2-yl]sulfamoyl]benzoic acid